4-(3-(3-chlorophenyl)-6-(3,5-dimethylisoxazol-4-yl)-1H-pyrrolo[3,2-b]pyridin-1-yl)-3,5-diethoxybenzoic acid ClC=1C=C(C=CC1)C1=CN(C=2C1=NC=C(C2)C=2C(=NOC2C)C)C2=C(C=C(C(=O)O)C=C2OCC)OCC